ClC1=NC=C(C(=C1)C1=C(C=NC(=C1)C)C(=O)NC=1SC(=NN1)OC1CCC(CC1)(C)O)OC(F)F 2'-chloro-5'-(difluoromethoxy)-N-(5-(((1s,4s)-4-hydroxy-4-methylcyclohexyl)oxy)-1,3,4-thiadiazol-2-yl)-6-methyl-(4,4'-bipyridine)-3-carboxamide